C(C=C)N(CCC[Si](OC)(OC)OC)CC=C γ-diallylaminopropyltrimethoxysilane